N-(4-(4-Amino-7-(tetrahydro-2H-pyran-4-yl)-7H-pyrrolo[2,3-d]pyrimidin-5-yl)phenyl)-2-(5-Fluoropyridin-2-yl)-6-isopropyl-3-oxo-2,3-dihydropyridazine-4-carboxamide NC=1C2=C(N=CN1)N(C=C2C2=CC=C(C=C2)NC(=O)C=2C(N(N=C(C2)C(C)C)C2=NC=C(C=C2)F)=O)C2CCOCC2